C(C)(=O)O.C1(=CC=CC=C1)[C@H](C)N[C@H](C[C@@H]1CC[C@H](CC1)NC(OC(C)(C)C)=O)C tert-butyl (trans-4-((S)-2-(((S)-1-phenylethyl)amino)propyl)cyclohexyl)carbamate acetate